5-Chloro-2,3-dihydro-spiro[indene-1,2'-[1,3]dithiolane]-6-carbaldehyde ClC=1C=C2CCC3(SCCS3)C2=CC1C=O